5-methoxy-1-methyl-6-oxo-2-(1-phenyl-3,4-dihydroisoquinolin-2(1H)-yl)-1,6-dihydropyrimidine-4-carboxylic acid COC1=C(N=C(N(C1=O)C)N1C(C2=CC=CC=C2CC1)C1=CC=CC=C1)C(=O)O